C(C1=CC=CC=C1)OC1=C(C=C(C(=C1)F)F)C(CCCCO)O (2-(benzyloxy)-4,5-difluorophenyl)pentane-1,5-diol